O=C1OCC(N1C1=CC=CC=C1)CC#N 2-(2-oxo-3-phenyloxazolidin-4-yl)acetonitrile